COCCOCCN1N=NC(=C1)CCCCCCOC1(OCCCC1)C(=O)O 2-((6-(1-(2-(2-methoxyethoxy)ethyl)-1H-1,2,3-triazol-4-yl)hexyl)oxy)tetrahydro-2H-pyran-2-carboxylic acid